((2S,3R,6R)-3-(((3-Methoxy-5-(trifluoromethyl)pyridin-2-yl)amino)methyl)-2,6-dimethylmorpholino)(6-methyl-3-(pyrimidin-2-yl)pyridin-2-yl)methanone COC=1C(=NC=C(C1)C(F)(F)F)NC[C@@H]1[C@@H](O[C@@H](CN1C(=O)C1=NC(=CC=C1C1=NC=CC=N1)C)C)C